Methyl (R)-3-(((R)-1-(5-fluoro-1H-indol-3-yl)propan-2-yl)amino)-2-methylpropanoate FC=1C=C2C(=CNC2=CC1)C[C@@H](C)NC[C@H](C(=O)OC)C